4-((3-(1-Cyclopropyl-1H-pyrazol-4-yl)-phenyl)((4-(4-meth-oxy-3-methylphenyl)-bicyclo[2.2.2]octan-1-yl)methyl)carbamoyl)-cyclohexyl trans-3-hydroxyazetidine-1-carboxylate OC1CN(C1)C(=O)OC1CCC(CC1)C(N(CC12CCC(CC1)(CC2)C2=CC(=C(C=C2)OC)C)C2=CC(=CC=C2)C=2C=NN(C2)C2CC2)=O